rac-5-isopropyl-6-(1-isopropyl-1H-pyrazol-3-yl)-N-((1R,3S)-3-methoxycyclopentyl)-2-(1-methyl-1H-imidazol-2-yl)pyrrolo[2,1-f][1,2,4]triazin-4-amine C(C)(C)C=1C(=CN2N=C(N=C(C21)N[C@H]2C[C@H](CC2)OC)C=2N(C=CN2)C)C2=NN(C=C2)C(C)C |r|